3,3-Dimethyl-1,3-dihydro-2,1-benzothiazol-2,2-dioxid CC1(S(NC2=C1C=CC=C2)(=O)=O)C